m-[6-(2-ethoxyacetylamino)-4-(1-{[6-(1-methoxyethyl)-2-pyridinyl]methyl}-1H-1,2,3-triazol-4-yl)-2-pyridinyl]benzonitrile C(C)OCC(=O)NC1=CC(=CC(=N1)C=1C=C(C#N)C=CC1)C=1N=NN(C1)CC1=NC(=CC=C1)C(C)OC